(R)-4-(2-chloro-4-fluorophenyl)-7-((1-morpholino-1-oxopropan-2-yl)amino)-2H-chromen-2-one ClC1=C(C=CC(=C1)F)C1=CC(OC2=CC(=CC=C12)N[C@@H](C(=O)N1CCOCC1)C)=O